IC1=CC=C(N=N1)NC1C[C@H]2CC[C@@H](C1)N2C(=O)OC(C)(C)C tert-butyl (1R,5S)-3-[(6-iodopyridazin-3-yl)amino]-8-azabicyclo[3.2.1]octane-8-carboxylate